2-(2-(cyclopropylmethyl)-1-(3-fluoro-4-sulfamoylbenzyl)-5-(3-(pyridin-4-yl)phenyl)-1H-pyrrol-3-yl)thiazole-4-carboxylic acid C1(CC1)CC=1N(C(=CC1C=1SC=C(N1)C(=O)O)C1=CC(=CC=C1)C1=CC=NC=C1)CC1=CC(=C(C=C1)S(N)(=O)=O)F